COC1=CC(=C(C=O)C(=C1)OC)O 4,6-dimethoxy-2-hydroxy-benzaldehyde